ClC1C(C=CC=C1)(O)C1=CC=C(C=C1)O 2-chloro-1,4-biphenol